2,5-bis(7-methoxy-2,2-dimethylchroman-8-yl)thiophene COC1=CC=C2CCC(OC2=C1C=1SC(=CC1)C=1C(=CC=C2CCC(OC12)(C)C)OC)(C)C